N1N=CC(=C1)C1=CN=C(S1)N(C(OC(C)(C)C)=O)CC1=CC=C(C=C1)OC tert-butyl (5-(1H-pyrazol-4-yl)thiazol-2-yl)(4-methoxybenzyl)carbamate